NC=1C(=C(C=C2C=C(N=CC12)NC1=NN2CC(NCCC2=C1)=O)C=1C(=C2C(=NC1)[C@@H](C(N2)(C)C)O)C)F |r| (+/-)-2-((8-amino-7-fluoro-6-(3-hydroxy-2,2,7-trimethyl-2,3-dihydro-1H-pyrrolo[3,2-b]pyridin-6-yl)isoquinolin-3-yl)amino)-5,6-dihydro-4H-pyrazolo[1,5-d][1,4]diazepin-7(8H)-one